(3aS,4R,6aR)-4-(4-boronobutyl)-1-((1-((S)-2-(dimethylamino)-3-methylbutanoyloxy)ethoxy)carbonyl)octahydropyrrolo[3,4-b]pyrrole-4-carboxylic acid B(O)(O)CCCC[C@]1(NC[C@@H]2N(CC[C@@H]21)C(=O)OC(C)OC([C@H](C(C)C)N(C)C)=O)C(=O)O